C(CCC)NC(=O)NS(=O)(C1=CC=C(C=C1)N)=O N1-(butylcarbamoyl)sulfanilamide